C(C)(=O)O[C@H]1[C@@H](C[C@H]2C[C@@H]([C@H]3[C@@H]4CC[C@H]([C@@H](CC(C(=O)OC)OC)C)[C@]4(CC[C@@H]3[C@]2(C1)C)C)OC)OC methyl 2α-acetoxy-3β,7β-dimethoxymethoxyl-5β-cholanoate